N-(4-(4-amino-7-methyl-5-(4-((6-methylpyridin-2-yl)oxy)phenyl)-7H-pyrrolo[2,3-d]pyrimidin-6-yl)phenyl)-2-(methoxymethyl)acrylamide NC=1C2=C(N=CN1)N(C(=C2C2=CC=C(C=C2)OC2=NC(=CC=C2)C)C2=CC=C(C=C2)NC(C(=C)COC)=O)C